P(=O)(O)(O)O.C(C=C)OC1=CC=CC=C1 allylphenyl ether phosphate